Cl.C1CN(CCC12CCNCC2)C2=CC=C(C=C2)C2C(NC(CC2)=O)=O 3-(4-{3,9-diazaspiro[5.5]undecan-3-yl}phenyl)piperidine-2,6-dione hydrochloride